N-(4-Fluorophenyl)-2-[1-(1,3-oxazol-5-carbonyl)-1,2,3,4-tetrahydrochinolin-6-yl]propanamid FC1=CC=C(C=C1)NC(C(C)C=1C=C2CCCN(C2=CC1)C(=O)C1=CN=CO1)=O